C(C)(C)(C)OC(NC1CCN(CC1)C1=NC(=C(C(=N1)C#N)Br)C)=O (1-(5-bromo-4-cyano-6-methylpyrimidin-2-yl)piperidin-4-yl)carbamic acid tert-butyl ester